isotridecenoic acid C/C=C/CCCCCCCCCC(=O)O